2-((2-(5-amino-6-oxo-2-phenylpyrimidin-1(6H)-yl)acetamido)methyl)-1H-pyrrolo[3,2-C]pyridine-1-carboxylic acid tert-butyl ester C(C)(C)(C)OC(=O)N1C(=CC=2C=NC=CC21)CNC(CN2C(=NC=C(C2=O)N)C2=CC=CC=C2)=O